[N-](S(=O)(=O)C(F)(F)F)S(=O)(=O)C(F)(F)F.C(CC)C1N(CCC1)C propyl-1-methylpyrrolidine bis(trifluoromethanesulfonyl)imide salt